FC=1C=2N(C=CC1)N=C(C2)[C@H]2N(CCC1=C2N=CN1)C(=O)C1=NC=NN1C (S)-(4-(4-fluoropyrazolo[1,5-a]pyridin-2-yl)-6,7-dihydro-1H-imidazo[4,5-c]pyridin-5(4H)-yl)(1-methyl-1H-1,2,4-triazol-5-yl)methanone